2,6-dibenzyloxy-3-[3-(1,3-dioxolan-2-yl)phenyl]pyridine C(C1=CC=CC=C1)OC1=NC(=CC=C1C1=CC(=CC=C1)C1OCCO1)OCC1=CC=CC=C1